3-chloroquinoline-2-Amine ClC=1C(=NC2=CC=CC=C2C1)N